6-Chloro-2-(4-{4-[2-(2-methoxyethoxy)ethyl]piperazin-1-yl}phenyl)-N-[(3S)-1-methylpyrrolidin-3-yl]-3H-imidazo[4,5-b]pyridin-7-amine ClC=1C(=C2C(=NC1)NC(=N2)C2=CC=C(C=C2)N2CCN(CC2)CCOCCOC)N[C@@H]2CN(CC2)C